CC[C@H](CC[C@@H](CC)O)O (3r,6r)-3,6-octanediol